C(C1=CC=CC=C1)OSSSSOCC1=CC=CC=C1 bis(benzyloxy) tetrasulfide